(1R,3S,5R)-2-(2-(4-amino-8-fluoro-6-(trifluoromethyl)-9H-pyrimido[4,5-b]indol-9-yl)acetyl)-N-(6-bromopyridin-2-yl)-2-azabicyclo[3.1.0]hexane-3-carboxamide NC1=NC=NC=2N(C3=C(C=C(C=C3C21)C(F)(F)F)F)CC(=O)N2[C@@H]1C[C@@H]1C[C@H]2C(=O)NC2=NC(=CC=C2)Br